ClC1=NC(=CC=2N1C=CC2)C(=O)OC methyl 1-chloropyrrolo[1,2-c]pyrimidine-3-carboxylate